[1-[[3-[[(4S)-chroman-4-yl]carbamoyl]phenyl]-thiazol-5-yl-methyl]-4,4-diethyl-6-oxo-hexahydropyrimidin-2-ylidene]ammonium O1CC[C@@H](C2=CC=CC=C12)NC(=O)C=1C=C(C=CC1)C(N1C(NC(CC1=O)(CC)CC)=[NH2+])C1=CN=CS1